2-(2-(cyclopropanesulfonylamino)thiazol-4-yl)-N-(4-(pyrazin-2-yl)phenyl)butanamide C1(CC1)S(=O)(=O)NC=1SC=C(N1)C(C(=O)NC1=CC=C(C=C1)C1=NC=CN=C1)CC